2-((1-methoxycyclohexyl)methyl)-6-((2-methyl-6-(trifluoromethyl)pyridin-3-yl)sulfonyl)-2,6-diazaspiro[3.3]heptane COC1(CCCCC1)CN1CC2(C1)CN(C2)S(=O)(=O)C=2C(=NC(=CC2)C(F)(F)F)C